ClC=1C=C(C=C(C1)Cl)NC(=S)NC1=CC=C(C=C1)[N+](=O)[O-] 1-(3,5-dichlorophenyl)-3-(4-nitrophenyl)thiourea